1-(5-(2-(((3R,4S)-3-fluoro-1-(methylsulfonyl)piperidin-4-yl)amino)-5-(trifluoromethyl)pyrimidin-4-yl)thiazol-2-yl)-2-methylpropan-2-ol F[C@@H]1CN(CC[C@@H]1NC1=NC=C(C(=N1)C1=CN=C(S1)CC(C)(O)C)C(F)(F)F)S(=O)(=O)C